C(=O)(O)C1=CC=C(C=C1)C1=CC=C(C=C1)C1=CC(=CC(=C1)C1=CC=C(C=C1)C1=CC=C(C=C1)C(=O)O)C1=CC=C(C=C1)C1=CC=C(C=C1)C(=O)O 1,3,5-tris(4'-carboxy-1,1'-biphenyl-4-yl)benzene